(S)-(1-((3',4'-dichloro-[1,1'-biphenyl]-4-yl) amino)-1-oxohex-2-yl) carbamate C(N)(O[C@H](C(=O)NC1=CC=C(C=C1)C1=CC(=C(C=C1)Cl)Cl)CCCC)=O